2-(4,4-difluoropiperidin-2-yl)-5-(trifluoromethyl)pyridine hydrochloride Cl.FC1(CC(NCC1)C1=NC=C(C=C1)C(F)(F)F)F